2-ethyl-3,5,6-trifluorobenzyl (1R)-trans-3-[(E)-(2-methoxycarbonyl-1-propenyl)]-2,2-dimethylcyclopropanecarboxylate COC(=O)/C(=C/[C@H]1C([C@@H]1C(=O)OCC1=C(C(=CC(=C1F)F)F)CC)(C)C)/C